methyl 2-fluoro-6-[4-(trifluoromethyl)pyrazol-1-yl]pyridine-3-carboxylate FC1=NC(=CC=C1C(=O)OC)N1N=CC(=C1)C(F)(F)F